(1R,11S,14S)-N-[(2,4-difluorophenyl)methyl]-3,7-dihydroxy-14-methoxy-11-methyl-6,9-dioxo-10,15-diazatetracyclo[6.6.1.11,10.04,15]hexadeca-4,7,12-triene-5-carboxamide FC1=C(C=CC(=C1)F)CNC(=O)C1=C2C(C[C@@]34[C@H](C=C[C@@H](N(C(C(=C(C1=O)O)N32)=O)C4)C)OC)O